4-((2-(2,2-difluoroethoxy)ethyl)(4-(5,6,7,8-tetrahydro-1,8-naphthyridin-2-yl)butyl)Amino)butyric acid FC(COCCN(CCCC(=O)O)CCCCC1=NC=2NCCCC2C=C1)F